1-(4-(4-((1-(1,4-dimethoxybutan-2-yl)-1H-pyrazol-4-yl)amino)pyrimidin-2-yl)phenyl)imidazolidin-2-one COCC(CCOC)N1N=CC(=C1)NC1=NC(=NC=C1)C1=CC=C(C=C1)N1C(NCC1)=O